2,5-dihydroxybenzene calcium [Ca].OC1=CC=C(C=C1)O